1-N'-(4-fluorophenyl)-1-N-[4-[7-methoxy-6-(1H-pyrazol-4-yl)quinolin-4-yl]oxyphenyl]cyclopropane-1,1-dicarboxamide FC1=CC=C(C=C1)NC(=O)C1(CC1)C(=O)NC1=CC=C(C=C1)OC1=CC=NC2=CC(=C(C=C12)C=1C=NNC1)OC